N[C@H]1C[C@H](N(CC1)C=1N=C2C(=NC1)N=C(C=C2)SC2=C(C(=NC=C2)N)Cl)C 4-((2-((2R,4R)-4-amino-2-methylpiperidin-1-yl)pyrido[2,3-b]pyrazin-6-Yl)thio)-3-chloropyridin-2-amine